C(C)C=1C(=CC=C2C=CC=C(C12)C1=C(C=2N=C(N=C(C2C=N1)N1C[C@@](CCC1)(O)C)OC[C@]12CCCN2[C@@H](CC1)CO)F)F (R)-1-(7-(8-ethyl-7-fluoronaphthalen-1-yl)-8-fluoro-2-(((3S,7aS)-3-(hydroxymethyl)tetrahydro-1H-pyrrolizin-7a(5H)-yl)methoxy)pyrido[4,3-d]pyrimidin-4-yl)-3-methylpiperidin-3-ol